(1r,3S)-N-((S)-(2,3-dichloro-6-fluoro-5-hydroxyphenyl)(4-fluorobicyclo[2.2.1]heptan-1-yl)methyl)-3-((pyridazin-3-ylmethyl)amino)cyclobutane-1-carboxamide ClC1=C(C(=C(C=C1Cl)O)F)[C@H](NC(=O)C1CC(C1)NCC=1N=NC=CC1)C12CCC(CC1)(C2)F